acrylic acid-butyl ester C(CCC)OC(C=C)=O